[Cl-].BrC=1C=C(C=CC1F)C[C@]1(C[C@H](CC1)[NH3+])C(=O)OC (1S,3R)-3-[(3-bromo-4-fluorophenyl)methyl]-3-(methoxycarbonyl)cyclopentan-1-aminium chloride